OC1=C(C(=O)N2CC3=CC(=CC=C3CC2)NC(\C=C\CN(C)C)=O)C=C(C(=C1)O)C (E)-N-(2-(2,4-Dihydroxy-5-methylbenzoyl)-1,2,3,4-tetrahydroisoquinolin-7-yl)-4-(dimethylamino)but-2-enamide